3-(5-(difluoromethyl)-1,3,4-thiadiazol-2-yl)-N-(4-methoxybenzyl)-N-(1-methylcyclopropyl)-8-(4-(2-methylpropylthio)piperazin-1-yl)imidazo[1,5-a]pyrazin-6-sulfonamide FC(C1=NN=C(S1)C1=NC=C2N1C=C(N=C2N2CCN(CC2)SCC(C)C)S(=O)(=O)N(C2(CC2)C)CC2=CC=C(C=C2)OC)F